COC=1C=C(C=CC1OC)C1C(=C(C(N1CCN1CCOCC1)=O)O)C(C1=CC=C(C=C1)F)=O 5-(3,4-dimethoxyphenyl)-4-(4-fluorobenzoyl)-3-hydroxy-1-[2-(4-morpholinyl)ethyl]-1,5-dihydro-2H-pyrrol-2-one